C1(CC1)C1=NC=NC(=C1C1=NC=C2C(=N1)N(N=C2)CC2=CC1=C(C=3N(CC(N1C)=O)C=C(N3)C(F)(F)F)C=C2)OC 9-((6-(4-cyclopropyl-6-methoxypyrimidin-5-yl)-1H-pyrazolo[3,4-d]pyrimidin-1-yl)methyl)-7-methyl-2-(trifluoromethyl)-5H-benzo[f]imidazo[1,2-d][1,4]diazepin-6(7H)-one